4-((2-(3-(dimethylamino)phenoxy)ethoxy)methyl)-N-(3-methoxybenzyl)-N-(quinolin-6-ylmethyl)oxazol-2-amine CN(C=1C=C(OCCOCC=2N=C(OC2)N(CC=2C=C3C=CC=NC3=CC2)CC2=CC(=CC=C2)OC)C=CC1)C